CC(C(C)C)([O-])C 1,1,2-trimethylpropanolate